6-hexanol diacetate C(C)(=O)O.C(C)(=O)O.CCCCCCO